4-(2-(methylsulfonyl)pyrimidin-5-yl)-1H-1,2,3-triazole CS(=O)(=O)C1=NC=C(C=N1)C=1N=NNC1